C(C1=CC=CC=C1)(=O)N1CCC(CC1)N1C=C2C(=NN=C(C2=CC1=O)C)N[C@H](C)C1=C(C(=CC=C1)C(F)F)F (R)-6-(1-benzoylpiperidin-4-yl)-4-((1-(3-(difluoromethyl)-2-fluorophenyl)ethyl)amino)-1-methylpyrido[3,4-d]pyridazin-7(6H)-one